FC=1C=CC=C2C=C(NC12)C(=O)N1[C@@H]([C@H]2C([C@H]2C1)(C)C)C(=O)N[C@H](C=O)C[C@H]1C(NCC1)=O (1R,2S,5S)-3-(7-fluoro-1H-indole-2-carbonyl)-6,6-dimethyl-N-((S)-1-oxo-3-((S)-2-oxopyrrolidin-3-yl)propan-2-yl)-3-azabicyclo[3.1.0]hexane-2-carboxamide